The molecule is an organic sodium salt comprising equal numbers of sodium and propionate ions. It has a role as an antifungal drug and a food preservative. It contains a propionate. CCC(=O)[O-].[Na+]